C(CCCCC)OCCOCCOCCCCCC diethylene glycol di-n-hexyl ether